allyl-1-fluoroethyl carbonate C(OC(CCC=C)F)([O-])=O